(3R,7R)-2-(3,4-dichlorobenzoyl)-9-((S*)-1-(6-((R*)-N,S-dimethylsulfonimidoyl)pyridin-3-yl)ethyl)-3,7-dimethyl-1,2,3,4,8,9-hexahydropyrido[4',3':3,4]pyrazolo[1,5-a]pyrazin-10(7H)-one ClC=1C=C(C(=O)N2CC=3C(=NN4C3C(N(C[C@H]4C)[C@@H](C)C=4C=NC(=CC4)[S@@](=O)(=NC)C)=O)C[C@H]2C)C=CC1Cl |o1:18,26|